COCN(C[Si](C)(C)C)CC1=CC=CC=C1 N-(Methoxymethyl)-N-(trimethylsilylmethyl)-benzylamine